(R)-1-(tert-butyl)-N-(8-(2-((1,3-dimethyl-1H-pyrazol-4-yl)amino)pyrimidin-4-yl)-2-(oxetan-3-yl)-2,3,4,5-tetrahydro-1H-benzo[c]azepin-5-yl)-1H-1,2,3-triazole-4-carboxamide C(C)(C)(C)N1N=NC(=C1)C(=O)N[C@H]1C2=C(CN(CC1)C1COC1)C=C(C=C2)C2=NC(=NC=C2)NC=2C(=NN(C2)C)C